C(C1=CC=CC=C1)OC=1C=C(C=C2OC=3C=C4C(=CC3C(C12)=O)OCO4)OC 9-(benzyloxy)-7-methoxy-10H-[1,3]dioxolo[4,5-b]xanthen-10-one